2-(2,6-dimethylpyridin-4-yl)-3-methyl-1H-indole-6-carboxylic acid CC1=NC(=CC(=C1)C=1NC2=CC(=CC=C2C1C)C(=O)O)C